methyl 4-(2-(tert-butoxycarbonyl)-1-methylhydrazine-1-carbonyl)-1-(1-cyanocyclopropyl)-6-oxo-1,6-dihydropyridine-3-carboxylate C(C)(C)(C)OC(=O)NN(C(=O)C=1C(=CN(C(C1)=O)C1(CC1)C#N)C(=O)OC)C